tetrahydro-1H-benzo[b]azepine N1C2=C(CCCC1)C=CC=C2